2-(2,6-dichlorobenzamido)-3-(4-((2-methyl-4-(pyridin-2-ylamino)butan-2-yl)amino)phenyl)propanoic acid ClC1=C(C(=O)NC(C(=O)O)CC2=CC=C(C=C2)NC(C)(CCNC2=NC=CC=C2)C)C(=CC=C1)Cl